Methyl-titanium C[Ti]